(E)-3-(3-Chlorophenyl)-1-(1,3-dithian-2-yl)-2-phenylprop-2-en-1-one ClC=1C=C(C=CC1)/C=C(/C(=O)C1SCCCS1)\C1=CC=CC=C1